OCC=1C(CN(CC1)C(=O)OC(C)(C)C)C tertbutyl 4-(hydroxymethyl)-3-methyl-3,6-dihydropyridine-1(2H)-carboxylate